(6-(Benzyloxy)hexyl)magnesium bromide C(C1=CC=CC=C1)OCCCCCC[Mg]Br